N-(3-fluoro-4-(5-methyl-1,2,4-oxadiazol-3-yl)benzyl)pyrazin-2-amine FC=1C=C(CNC2=NC=CN=C2)C=CC1C1=NOC(=N1)C